C(C)C(CC=1C=C(C=CC1)O)CCCC 3-(2-ethylhexyl)phenol